(9S)-10-(3-((tert-butyldiphenylsilyl)oxy)propyl)-5-chloro-4-fluoro-9-methyl-2-(methylsulfinyl)-9,10-dihydro-8H-7-oxa-1,3,6,10-tetraazacyclohepta[de]naphthalene [Si](C1=CC=CC=C1)(C1=CC=CC=C1)(C(C)(C)C)OCCCN1[C@H](COC2=NC(=C(C=3N=C(N=C1C23)S(=O)C)F)Cl)C